PYRROLIDON N1C(CCC1)=O